FC=1C=C(C=CC1)C1CC=NN1C(=O)C12CC(C1)(C2)CN2N=CC1=NC(=CC=C12)C#N 1-((3-(5-(3-fluorophenyl)-4,5-dihydro-1H-pyrazole-1-carbonyl)bicyclo[1.1.1]-pentan-1-yl)methyl)-1H-pyrazolo[4,3-b]pyridine-5-carbonitrile